((1R)-2-(benzofuran-3-yl)-1-(3-((2,4-dichlorobenzyl)amino)-2-methyl-3-oxopropanamido)ethyl)boronic acid O1C=C(C2=C1C=CC=C2)C[C@H](NC(C(C(=O)NCC2=C(C=C(C=C2)Cl)Cl)C)=O)B(O)O